CO[C@H]1CC[C@H](CC1)NC1=NN2C(C=N1)=C(C=C2)C=2C=NC1=NC=CC=C1C2 N-(cis-4-Methoxycyclohexyl)-5-(1,8-naphthyridin-3-yl)pyrrolo[2,1-f][1,2,4]triazin-2-amine